4-bromo-3-(trifluoromethyl)-1-{[p-(trifluoromethyl)phenyl]methyl}-1H-pyrazole BrC=1C(=NN(C1)CC1=CC=C(C=C1)C(F)(F)F)C(F)(F)F